(diphenyltriazinyl)(pyridineyl)(phenyldibenzothiophenyl)benzene C1(=CC=CC=C1)C1=C(C(=NN=N1)C=1C(=C(C=CC1)C1=C(C=CC=2SC3=C(C21)C=CC=C3)C3=CC=CC=C3)C3=NC=CC=C3)C3=CC=CC=C3